C(C)(C)(C)C=1N(C=CN1)CC1=CC=C(C=C1)C=1N=C(SC1S(=O)(=O)NC(OC)=O)CCC Methyl ((4-(4-((2-(tert-butyl)-1H-imidazol-1-yl)methyl)phenyl)-2-propylthiazol-5-yl)sulfonyl)carbamate